BrC1=C(C(=C(C=C1)N1CCC(CC1)C(OC)OC)F)F 1-(4-bromo-2,3-difluorophenyl)-4-(dimethoxymethyl)piperidine